C(C1=CC=CC=C1)N1C(C2=CC=CC(=C2C=C1)[N+](=O)[O-])P(OC)(OC)=O Dimethyl (2-benzyl-5-nitro-1,2-dihydroisoquinolin-1-yl)phosphonate